C(CCCCCCC)C1CC1 octyl-cyclopropane